4-pyridinyl-aniline N1=C(C=CC=C1)C1=CC=C(N)C=C1